NCC1=CC=C(C=C1)N1N=C(C=C1C#N)C#N (4-(aminomethyl)phenyl)-1H-pyrazole-3,5-dicarbonitrile